1-Acetoxy-2-stearoyloxyethan C(C)(=O)OCCOC(CCCCCCCCCCCCCCCCC)=O